COC=1C=C2C(=NN=C(C2=CC1OC)N)C(F)(F)F 6,7-dimethoxy-4-(trifluoromethyl)phthalazin-1-amine